phenyl(naphthobenzofuranyl)anthracene-d2 iodine potassium tert-butoxide CC(C)(C)[O-].[K+].[I+].C1(=CC=CC=C1)C=1C(=C(C(=C2C=C3C=CC=CC3=CC12)[2H])[2H])C1=COC=2C1=CC=C1C2C=CC2=CC=CC=C21.CC(C)(C)[O-]